N-(2-(4-((3,5-difluoro-4-(trifluoromethoxy)benzyl)amino)butoxy)ethyl)-7-fluoro-6-(pyridin-4-yl)-1H-indazol-4-amine FC=1C=C(CNCCCCOCCNC=2C=3C=NNC3C(=C(C2)C2=CC=NC=C2)F)C=C(C1OC(F)(F)F)F